2-(4-methoxyphenylsulfonyl)-3-methyl-2H-benzo[g]indazole-4,5-dione COC1=CC=C(C=C1)S(=O)(=O)N1N=C2C3=C(C(C(C2=C1C)=O)=O)C=CC=C3